FC(C(=O)O)(F)F.NC=1N=CC(=NC1C1=CN=C(S1)C)C=1C=C(C=CC1C([2H])([2H])[2H])S(=O)(=O)NC12CCC(C1)(C2)C#N 3-(5-Amino-6-(2-methylthiazol-5-yl)pyrazin-2-yl)-N-(4-cyanobicyclo[2.1.1]hexan-1-yl)-4-(methyl-d3)benzenesulfonamide trifluoroacetate salt